N2-acryloyl-N-(4,4-difluoro-1-{4-[(1S)-1-{[7-oxo-8-(propan-2-yl)-7,8-dihydropyrido[2,3-d]pyrimidin-2-yl]amino}ethyl]phenyl}cyclohexyl)-D-alaninamid C(C=C)(=O)N[C@H](C)C(=O)NC1(CCC(CC1)(F)F)C1=CC=C(C=C1)[C@H](C)NC=1N=CC2=C(N1)N(C(C=C2)=O)C(C)C